C1(CCC1)CC(C(C(=O)O)=N)CCC(CC)CO 3-(cyclobutylmethyl)-6-(hydroxymethyl)-2-iminooctanoic acid